FC=1C=2N(C=C(C1)NC(=O)C1=CC=C(C3=CN(N=C13)C)N1C[C@@H](CC1)NCCOC)C=C(N2)C N-(8-fluoro-2-methyl-imidazo[1,2-a]pyridin-6-yl)-4-[(3R)-3-(2-methoxyethylamino)pyrrolidin-1-yl]-2-methyl-indazole-7-carboxamide